4-(2-acryloyl-2,6-diazaspiro[3.4]octan-6-yl)-6-(5-methyl-1H-indazol-4-yl)pyrimidine-5-carboxamide C(C=C)(=O)N1CC2(C1)CN(CC2)C2=NC=NC(=C2C(=O)N)C2=C1C=NNC1=CC=C2C